COC1=CC=C(C(=N1)C(=O)N1CCN(CC1)CC1=C(N=C2N1C=CC=C2)C2=CC=C(C#N)C=C2)C 4-[3-({4-[(6-methoxy-3-methylpyridin-2-yl)carbonyl]piperazin-1-yl}methyl)imidazo[1,2-a]pyridin-2-yl]benzonitrile